2-cyclopropyl-5-(trifluoromethyl)benzaldehyde C1(CC1)C1=C(C=O)C=C(C=C1)C(F)(F)F